Cl.CN1N=C(C2=CC=C(C=C12)N1CCC(CC1)NC)C1C(NC(CC1)=O)=O 3-[1-methyl-6-[4-(methylamino)-1-piperidyl]indazol-3-yl]piperidine-2,6-dione hydrochloride